P(=O)([O-])([O-])[O-].[Mn+2].[Fe+2].[Li+].[Mn+2] manganese-lithium iron manganese phosphate